6-(4-Methoxyphenyl)indazolo[3,2-a]isoquinoline COC1=CC=C(C=C1)C=1N2C(C=3C=CC=CC3C1)=C1C=CC=CC1=N2